C1(CCC1)OC1=CC=C(C=C1)CNC(N(CCC1N(CCCC1)C)CC1=CC=C(C=C1)F)=O 3-(4-Cyclobutoxyphenylmethyl)-1-(4-fluorophenylmethyl)-1-(2-(1-methylpiperidin-2-yl)ethyl)urea